COC1=CC=C(C=C1)CNC=1C2=C(C=NC1)C=NN2C N-[(4-methoxyphenyl)methyl]-1-methylpyrazolo[4,3-c]pyridin-7-amine